9-(3-(Quinazolin-4-yloxy)propyl)-9H-carbazol-4-ol N1=CN=C(C2=CC=CC=C12)OCCCN1C2=CC=CC=C2C=2C(=CC=CC12)O